2-(2,4-dioxo-1,4-dihydroquinazolin-3(2H)-yl)-N-(1-(pyrimidin-5-yl)ethyl)acetamide O=C1NC2=CC=CC=C2C(N1CC(=O)NC(C)C=1C=NC=NC1)=O